bis(2-fluoroethoxy)dimethylsilane FCCO[Si](C)(C)OCCF